1-methylethyl 5-[4-bromo-1-methyl-5-(trifluoromethyl)-1H-pyrazol-3-yl]-2-chloro-4-fluorobenzoate BrC=1C(=NN(C1C(F)(F)F)C)C=1C(=CC(=C(C(=O)OC(C)C)C1)Cl)F